1-[9H-fluoren-9-ylmethoxycarbonylamino]cyclopentane-1-carboxylic acid C1=CC=CC=2C3=CC=CC=C3C(C12)COC(=O)NC1(CCCC1)C(=O)O